FC=1C=C2CCC=3N(C2=NC1)N=C(C3C(C)C)C3CCN(CC3)C(=O)OC(C)(C)C tert-butyl 4-(7-fluoro-3-isopropyl-4,5-dihydropyrazolo[1,5-a][1,8]naphthyridin-2-yl)piperidine-1-carboxylate